2-(prop-1-en-2-yl)-4,5-dihydrooxazole C=C(C)C=1OCCN1